5-fluoro-6-chloro-7-nitroquinoline FC1=C2C=CC=NC2=CC(=C1Cl)[N+](=O)[O-]